C1=CC=C2C(=C1)C(=CN2)C[C@H](C(=O)[O-])[NH3+] The molecule is zwitterionic form of D-tryptophan having an anionic carboxy group and a protonated alpha-amino group; major species at pH 7.3. It is a tautomer of a D-tryptophan.